(3R)-3-methyl-7-oxo-1-({[(1s,4s)-4-{2-[2-(tert-butoxy)-2-oxoethoxy]-6-fluorophenyl}cyclohexyl]oxy}methyl)-9-oxa-2,6-diazaspiro[4.5]decane-2-carboxylic acid tert-butyl ester C(C)(C)(C)OC(=O)N1C(C2(C[C@H]1C)NC(COC2)=O)COC2CCC(CC2)C2=C(C=CC=C2F)OCC(=O)OC(C)(C)C